Methyl 5-[4-(tert-butoxycarbonylamino)-5-chloro-2-thienyl]-2-fluoro-pyridine-4-carboxylate C(C)(C)(C)OC(=O)NC=1C=C(SC1Cl)C=1C(=CC(=NC1)F)C(=O)OC